4-(6,7-dimethyl-4-(3-(trifluoromethyl)bicyclo[1.1.1]pentan-1-yl)pteridin-2-yl)-2-(2-methoxypyridin-4-yl)morpholine CC=1N=C2C(=NC(=NC2=NC1C)N1CC(OCC1)C1=CC(=NC=C1)OC)C12CC(C1)(C2)C(F)(F)F